ClC1=NC=2C=CC=CC2C=2N1N=C(N2)C2=CC=C(C=C2)C 5-Chloro-2-(4-methylphenyl)[1,2,4]triazolo[1,5-c]quinazoline